C1=CC=CC=2C3=CC=CC=C3C(C12)COC(=O)NC1(CCCC1)C(=O)O 1-(9H-fluoren-9-ylmeth-oxycarbonylamino)cyclopentane-1-carboxylic acid